benzyl 3-(1H-pyrazol-5-yl)piperidine-1-carboxylate N1N=CC=C1C1CN(CCC1)C(=O)OCC1=CC=CC=C1